5-amino-8-(2,6-dimethyl-4-pyridyl)-7-(4-fluorophenyl)-2-[(5-methyloxazol-4-yl)methyl]-[1,2,4]triazolo[4,3-c]pyrimidin-3-one NC1=NC(=C(C=2N1C(N(N2)CC=2N=COC2C)=O)C2=CC(=NC(=C2)C)C)C2=CC=C(C=C2)F